ClC=1C=CC=C2C=C(N(C12)COCC[Si](C)(C)C)C(=O)OC methyl 7-chloro-1-[[2-(trimethylsilyl)ethoxy]methyl]indole-2-carboxylate